Tert-butyl ((3-fluorobicyclo[1.1.1]pentan-1-yl)methyl)((2-((4-(5-(pyrrolidin-1-yl)pyridin-3-yl)-1H-imidazol-1-yl)methyl)imidazo[1,2-a]pyridin-6-yl)methyl)carbamate FC12CC(C1)(C2)CN(C(OC(C)(C)C)=O)CC=2C=CC=1N(C2)C=C(N1)CN1C=NC(=C1)C=1C=NC=C(C1)N1CCCC1